3-methyl-7-(2-butyn-1-yl)-8-(3-(R)-amino-piperidin-1-yl)-xanthin CN1C(NC(C=2N(C(=NC12)N1C[C@@H](CCC1)N)CC#CC)=O)=O